BrC=1C(=C(C=2N(C1)N=C(N2)C=2CCOCC2)CC(=O)O)CC [6-bromo-2-(3,6-dihydro-2H-pyran-4-yl)-7-ethyl-[1,2,4]triazolo[1,5-a]pyridin-8-yl]acetic acid